O(P(O[Si](C)(C)C)(=O)OP(=O)(O[Si](C)(C)C)O[Si](C)(C)C)[Si](C)(C)C tetra(trimethylsilyl) pyrophosphate